OC=1C=C2C=CC(=CC2=CC1C12CC3CC(CC(C1)C3)C2)C2=CC=C(C(=O)O)C=C2 4-(6-Hydroxy-7-tricyclo[3.3.1.13,7]dec-1-yl-2-naphthalenyl)benzoic acid